C12(C(=O)CC(CC1)C2(C)C)CS(=O)(=O)O.N[C@H]2C[C@H](N(C2)C2=C(C=C(C=C2)F)NC(=O)C2=NC(=NC=C2)C2=C(C=CC=C2OC)F)CO N-(2-((2S,4S)-4-amino-2-(hydroxymethyl)pyrrolidin-1-yl)-5-fluorophenyl)-2-(2-fluoro-6-methoxyphenyl)pyrimidine-4-carboxamide camphorsulfonate